cyanamide monosodium salt [Na+].N#C[NH-]